BrC=1C=C(C=CC1F)NC(=NO)C=1C(=NON1)SC1CN(C1)C(=O)NC 3-({4-[N-(3-Bromo-4-fluorophenyl)-N'-hydroxycarbamimidoyl]-1,2,5-oxadiazol-3-yl}sulfanyl)-N-methylazetidin-1-carboxamid